5-(pyridin-2-yl)-N-(5-(6-(trifluoromethyl)-1H-benzo[d]imidazol-2-yl)pyridin-3-yl)pyrimidin-2-amine N1=C(C=CC=C1)C=1C=NC(=NC1)NC=1C=NC=C(C1)C1=NC2=C(N1)C=C(C=C2)C(F)(F)F